C1(CC1)C(=O)N1CCNCC1 1-cyclopropyl-formylpiperazine